N12CCCCCC2=NCCC1 1,8-diazabicyclo(5.4.0)-7-undecene